5-(hydroxymethyl)-3-((3-(4-(2-(isobutylsulfonyl)phenoxy)-3-(trifluoromethyl)phenyl)-1,2,4-oxadiazol-5-yl)methyl)-5-methyl-1-(2-morpholinoethyl)imidazolidine-2,4-dione OCC1(C(N(C(N1CCN1CCOCC1)=O)CC1=NC(=NO1)C1=CC(=C(C=C1)OC1=C(C=CC=C1)S(=O)(=O)CC(C)C)C(F)(F)F)=O)C